CC1=CC=C(C(=N1)C(=O)O)C1=NC=C(C=N1)C 6-methyl-3-(5-methylpyrimidin-2-yl)pyridine-2-carboxylic acid